9-But-3-en-2-ylxanthene-3,6,9-triol CC(C=C)C1(C2=CC=C(C=C2OC=2C=C(C=CC12)O)O)O